(pyrazin-2-ylamino)-1H-pyrazole-4-carboxamide N1=C(C=NC=C1)NN1N=CC(=C1)C(=O)N